FC1=NN(C=C1NC([C@H](C1CCC(CC1)C)NC(=O)C=1N(N=CC1)C(C)C)=O)C(CC)C=1C=NNC1CC(F)(F)F N-[(1S)-2-[[3-fluoro-1-[1-[5-(2,2,2-trifluoroethyl)-1H-pyrazol-4-yl]propyl]pyrazol-4-yl]amino]-1-(4-methylcyclohexyl)-2-oxo-ethyl]-2-isopropyl-pyrazole-3-carboxamide